tert-butyl (5-(3-chlorobenzyl)-6-oxo-5,6,7,8-tetrahydro-1,5-naphthyridin-2-yl)carbamate ClC=1C=C(CN2C=3C=CC(=NC3CCC2=O)NC(OC(C)(C)C)=O)C=CC1